ClC=1C=C(C=CC1F)C=1N=CN(C1C=1C=CC=2N(N1)C(=CN2)C#N)CCC(C)C 6-(4-(3-chloro-4-fluorophenyl)-1-isopentyl-1H-imidazol-5-yl)imidazo[1,2-b]pyridazine-3-carbonitrile